[Na+].CN1N=NN=C1SCC1=C(N2C(CC2SC1)=O)C(=O)[O-] 3-(1-methyl-1H-tetrazol-5-ylsulfanylmethyl)-8-oxo-5-thia-1-azabicyclo[4.2.0]oct-2-ene-2-carboxylate sodium